CCCN(CCC)C(=O)C N,N-dipropylacetamide